2-[[[4-cyano-7-(4-isopropyl-2-thienyl)-2,3-dihydrobenzofuran-5-yl]amino]methyl]prop-2-enoic acid C(#N)C1=C(C=C(C2=C1CCO2)C=2SC=C(C2)C(C)C)NCC(C(=O)O)=C